3-2-ethyl-6-fluoro-1H-benzimidazol CCN1CNC2=C1C=CC(=C2)F